ClC1=C(C(=NC=C1)N)C#CCCN1CCCCC1 4-Chloro-3-(4-(piperidin-1-yl)but-1-yn-1-yl)pyridin-2-amine